NC1=C(C=C(C=N1)C1=CC=C(C=C1)C(=O)N1CCN(CC1)C)OCC1=C(C(=CC=C1)F)C(F)(F)F {4-[6-amino-5-(3-fluoro-2-trifluoromethyl-benzyloxy)-pyridin-3-yl]-phenyl}-(4-methyl-piperazin-1-yl)-methanone